aminoethan NCC